4-bromo-2-(propan-2-yl)benzenesulfonamido acetate C(C)(=O)ONS(=O)(=O)C1=C(C=C(C=C1)Br)C(C)C